(1S,5R)-6-(6-ethoxypyridin-3-yl)-N-(2-hydroxyethyl)-9,9-dimethyl-2,6-diazabicyclo[3.2.2]nonane-2-carboxamide C(C)OC1=CC=C(C=N1)N1[C@@H]2CCN([C@H](C1)CC2(C)C)C(=O)NCCO